N-ethyl-N-methyl-2,6-dimethylpiperidinium C(C)[N+]1(C(CCCC1C)C)C